CC=1C(=NC=C(C1)C)S(=O)(=O)N1CC2(C1)CC(CC2)N2CCOCC2 4-(2-((3,5-Dimethylpyridin-2-yl)sulfonyl)-2-azaspiro[3.4]octan-6-yl)morpholine